(S)-3-(5-(3-((tert-Butoxycarbonyl) amino)-3-methylpyrrolidin-1-yl) pyridin-3-yl)-3'-chloro-5-fluoro-4'-(3-methyl-2-oxo-2,3-dihydro-1H-imidazol-1-yl)-[1,1'-biphenyl]-2-ylacetate C(C)(C)(C)OC(=O)N[C@@]1(CN(CC1)C=1C=C(C=NC1)C=1C(=C(C=C(C1)F)C1=CC(=C(C=C1)N1C(N(C=C1)C)=O)Cl)CC(=O)[O-])C